COC1=CC=C(C2=C1NC(=N2)NC(=O)N2CC1(CC2)CCOCC1)C1=CC=NC=C1 N-[7-methoxy-4-(pyridin-4-yl)-1H-1,3-benzodiazol-2-yl]-8-oxa-2-azaspiro[4.5]decane-2-carboxamide